2,4-diphenyl-4-methyl-1-hexene C1(=CC=CC=C1)C(=C)CC(CC)(C)C1=CC=CC=C1